BrC=1C(=NC=C(N1)I)N 3-bromo-5-iodopyrazin-2-amine